methacryloyl-boric acid C(C(=C)C)(=O)OB(O)O